FC(C1=NC=CC(=C1)N1CC(C1)CC(=O)N1CC2=C3CCCC3=NC(=C2C1)C)F 2-[1-(2-Difluoromethyl-pyridin-4-yl)-azetidin-3-yl]-1-(4-methyl-3,6,7,8-tetrahydro-1H-2,5-diaza-as-indacen-2-yl)-ethanone